2-(4-aminophenyl)-5-Aminobenzimidazole NC1=CC=C(C=C1)C=1NC2=C(N1)C=CC(=C2)N